BrC1=CC=CC=2N=C(SC21)[C@H]2N(CCC1=C2N=CN1)C(=O)C=1SC=CN1 (S)-(4-(7-bromobenzo[d]thiazol-2-yl)-6,7-dihydro-1H-imidazo[4,5-c]pyridin-5(4H)-yl)(thiazol-2-yl)methanone